[Fe].[Ti].[V].[Cr] chromium-vanadium-titanium-iron